C(#C)C1=CC=C2C=3C(=C(N(C(C13)=O)C1=CC=CC=C1)[C@H](C)NC(=O)C=1C(=NN3C1N=CC=C3)NS(NC)(=O)=O)CCCC2 (S)-N-(1-(4-ethynyl-3-oxo-2-phenyl-2,3,7,8,9,10-hexahydrocyclohepta[de]isoquinolin-1-yl)ethyl)-2-((N-methylsulfamoyl)amino)pyrazolo[1,5-a]pyrimidine-3-carboxamide